C(C)(=O)OCC1=C(C=C(S1)C(=O)OCC)Cl ethyl 5-(acetoxymethyl)-4-chloro-thiophene-2-carboxylate